8-(4-(trifluoromethoxy)phenyl)-5-vinylquinoxalin-6-amine FC(OC1=CC=C(C=C1)C=1C=C(C(=C2N=CC=NC12)C=C)N)(F)F